3-(4-cyano-1H-pyrazol-1-yl)-2-hydroxypropionic acid ethyl ester C(C)OC(C(CN1N=CC(=C1)C#N)O)=O